FC(C(=O)O)(F)F.C1(=CC=CC=C1)C1NCCC(C1)N 2-phenylpiperidin-4-amine 2,2,2-trifluoroacetate